BrC=1C=C2C=CNC(C2=CC1)=O 6-bromoisoquinoline-1(2H)-one